C(C1=CC=CC=C1)N1C(N(N=C1Cl)C1=CC=C(C=C1)O)=O 4-benzyl-5-chloro-2-(4-hydroxyphenyl)-1,2,4-triazol-3-one